ClCl monochloro chloride